6-(8-Ethyl-2-methylimidazo[1,2-a]pyridin-6-yl)-N-methyl-N-(2,2,6,6-tetramethylpiperidin-4-yl)-1,3-benzothiazol-2-amin-Hydrochlorid Cl.C(C)C=1C=2N(C=C(C1)C1=CC3=C(N=C(S3)N(C3CC(NC(C3)(C)C)(C)C)C)C=C1)C=C(N2)C